FC1=C(C=CC(=C1)Cl)C1=CC(=C(C(=C1)F)F)F 2,3',4',5'-tetrafluoro-4-chlorobiphenyl